C(C)N1CCN(CC1)C1=CC=C(C=C1)NC1=NC=2C3=C(C=CC2C=N1)N=NN3C(C)C N-(4-(4-Ethylpiperazin-1-yl)phenyl)-1-isopropyl-1H-[1,2,3]triazolo[4,5-h]quinazolin-8-amine